C(C(C)=C)OCC(C(=O)OC1=C(C=CC=C1)C)=C methylphenyl α-methallyloxymethylacrylate